Ethyl 3-(7,8-dichloro-4-(1H-pyrazol-4-yl) quinolin-2-yl)cyclohex-3-ene-1-carboxylate ClC1=CC=C2C(=CC(=NC2=C1Cl)C=1CC(CCC1)C(=O)OCC)C=1C=NNC1